OC(CCCC1=CCC(CC1)C=O)(C)C (4-(4-hydroxy-4-methylpentyl)cyclohex-3-enecarbaldehyde)